7-Cyclobutoxy-N-(1-cyclopropyl-2-oxo-1,2-dihydropyridin-3-yl)-2-(1-(fluoromethyl)-2-oxabicyclo[2.1.1]hex-4-yl)imidazo[1,2-a]pyrimidine-6-carboxamide C1(CCC1)OC1=NC=2N(C=C1C(=O)NC=1C(N(C=CC1)C1CC1)=O)C=C(N2)C21COC(C2)(C1)CF